C(C=C)(=O)NC=1C=C(C=CC1)OB(O)O 3-acrylamidophenyl-boric acid